(2r,4s)-4-(4-amino-3-((1-ethyl-2-methyl-1H-benzo[d]imidazol-5-yl)ethynyl)-1H-pyrazolo[3,4-d]pyrimidin-1-yl)-2-(methoxymethyl)pyrrolidine-1-carboxylic acid tert-butyl ester C(C)(C)(C)OC(=O)N1[C@H](C[C@@H](C1)N1N=C(C=2C1=NC=NC2N)C#CC2=CC1=C(N(C(=N1)C)CC)C=C2)COC